(R,2R,2'R)-2,2'-((pyridazine-3,6-dicarbonyl)bis(azanediyl))bis(2-((R)-quinuclidin-3-yl)acetic acid) N1=NC(=CC=C1C(=O)N[C@@H](C(=O)O)[C@H]1CN2CCC1CC2)C(=O)N[C@@H](C(=O)O)[C@H]2CN1CCC2CC1